(4-(1-(difluoromethyl)-4-(trifluoromethyl)-1H-imidazol-2-yl)phenyl)methanamine FC(N1C(=NC(=C1)C(F)(F)F)C1=CC=C(C=C1)CN)F